4-(2-(difluoromethoxy)phenyl)-6-methylnicotinic acid methyl ester COC(C1=CN=C(C=C1C1=C(C=CC=C1)OC(F)F)C)=O